N-(chloro(morpholino)methylene)-N-methyl-methylammonium hexafluorophosphate F[P-](F)(F)(F)(F)F.ClC(=[N+](C)C)N1CCOCC1